ClC=1C=C(C=C(C1OC=1C=C2C3=C(NC2=C(C1F)F)COCC3(C)C)Cl)N3N=C(C(NC3=O)=O)C#N 2-(3,5-Dichloro-4-((7,8-difluoro-4,4-dimethyl-1,3,4,9-tetrahydropyrano[3,4-b]indol-6-yl)oxy)phenyl)-3,5-dioxo-2,3,4,5-tetrahydro-1,2,4-triazine-6-carbonitrile